C(C1=C(C(=NN1C1CCOCC1)OC(CC)O)[N+](=O)[O-])([2H])([2H])[2H] ((5-(methyl-d3)-4-nitro-1-(tetrahydro-2H-pyran-4-yl)-1H-pyrazol-3-yl)oxy)propan-1-ol